N-(4-fluoro-3-(1H-imidazo[4,5-b]pyridin-7-yl)-5-(1,3,5-trimethyl-1H-pyrazol-4-yl)phenyl)-N-methylethanesulfonamide FC1=C(C=C(C=C1C=1C(=NN(C1C)C)C)N(S(=O)(=O)CC)C)C1=C2C(=NC=C1)N=CN2